((3-bromopropyl)azanediyl)bis(hexane-6,1-diyl) bis(2-butyloctanoate) C(CCC)C(C(=O)OCCCCCCN(CCCCCCOC(C(CCCCCC)CCCC)=O)CCCBr)CCCCCC